C(C1=CC=CC=C1)OC=1C=C2C=C(NC2=CC1)C(=O)C=1NC2=CC=C(C=C2C1)NC(OC(C)(C)C)=O tert-Butyl (2-(5-(benzyloxy)-1H-indole-2-carbonyl)-1H-indol-5-yl)carbamate